FC1(C2=CC=CC=C2C=2C=C(C=CC12)C(=O)NCC(=O)N1[C@@H](C[C@@](C1)(COC\C=C\CCCCCCC(=O)OC)F)C(=O)OCC1=CC=CC=C1)F benzyl (2S,4R)-1-((9,9-difluoro-9H-fluorene-3-carbonyl)glycyl)-4-fluoro-4-((((E)-10-methoxy-10-oxodec-2-en-1-yl)oxy)methyl)pyrrolidine-2-carboxylate